ClC1=C(C(=CC=C1)Cl)N1N=C(C(=N1)C(=O)N)NC1=CC=C(C=C1)OC1CCN(CC1)C 2-(2,6-dichlorophenyl)-5-((4-((1-methylpiperidin-4-yl)oxy)phenyl)amino)-2H-1,2,3-triazole-4-carboxamide